(1r,2s)-2-{3-[(4-ethoxy-1-methyl-6-oxo-1,6-dihydropyridazin-3-yl)amino]-1H-indazol-6-yl}-5'-methoxyspiro[cyclopropan-1,3'-indol]-2'(1'H)-one C(C)OC=1C(=NN(C(C1)=O)C)NC1=NNC2=CC(=CC=C12)[C@@H]1C[C@@]12C(NC1=CC=C(C=C21)OC)=O